NC1=C(C=C(C=C1F)F)CO (2-amino-3,5-difluorophenyl)methanol